1-benzyl-6-chloro-N-[(4-fluorophenyl)methyl]-3-methyl-1H-pyrazolo[3,4-d]pyrimidin-4-amine C(C1=CC=CC=C1)N1N=C(C=2C1=NC(=NC2NCC2=CC=C(C=C2)F)Cl)C